The molecule is a methyl-branched fatty acid that is arachidic acid substituted by a methyl group at position 18. It has a role as a mammalian metabolite. It is a branched-chain saturated fatty acid, a long-chain fatty acid and a methyl-branched fatty acid. It derives from an icosanoic acid. CCC(C)CCCCCCCCCCCCCCCCC(=O)O